6-bromo-3-nitro-1H-pyrrolo[2,3-b]pyridine BrC1=CC=C2C(=N1)NC=C2[N+](=O)[O-]